N-methyl-pyrrolidone formate C(=O)O.CN1C(CCC1)=O